1,2-Bis(4-bromophenyl)-2,11-dihydroimidazo[1',5':1,2]pyrido[3,4-b]indol-4-ium chloride [Cl-].BrC1=CC=C(C=C1)C=1N(C=[N+]2C1C=1NC3=CC=CC=C3C1C=C2)C2=CC=C(C=C2)Br